(R)-N-(4-(4-(1,1-dioxidothiomorpholino)-7-((2-(trimethylsilyl)ethoxy)methyl)-7H-pyrrolo[2,3-d]pyrimidin-6-yl)phenyl)-4-((3-(vinylsulfonamido)piperidin-1-yl)methyl)picolinamide O=S1(CCN(CC1)C=1C2=C(N=CN1)N(C(=C2)C2=CC=C(C=C2)NC(C2=NC=CC(=C2)CN2C[C@@H](CCC2)NS(=O)(=O)C=C)=O)COCC[Si](C)(C)C)=O